CN(CCN(C1=C(C=C(C(=C1)F)NC1=NC=C(C(=N1)C1=CN(C2=CC=CC=C12)C)C(F)(F)F)NC(C)=O)C)C N-(2-((2-(dimethylamino)ethyl)(methyl)amino)-4-fluoro-5-((4-(1-methyl-1H-indol-3-yl)-5-(trifluoromethyl)pyrimidin-2-yl)amino)phenyl)acetamide